sodium isethionate sodium taurate NCCS(=O)(=O)[O-].[Na+].S(=O)(=O)([O-])CCO.[Na+]